OCC([C@H]1CC[C@H]2[C@@H]3CC[C@H]4C[C@@H](CC[C@]4(C)[C@H]3CC[C@]12C)C)=O (3α,5α)-hydroxy-3-methyl-pregnan-20-one